3,8-dibromodibenzofuran BrC=1C=CC2=C(OC3=C2C=C(C=C3)Br)C1